COC(C(CC=O)N(CCOS(=O)(=O)C)CCOS(=O)(=O)C)=O bis(2-(methylsulfonyloxy)ethyl)amino-4-oxobutanoic acid methyl ester